5-(4-(5-chloro-6-methyl-1H-indazol-4-yl)-5-methyl-1-(2-azaspiro[3.3]hept-6-yl)-1H-pyrazol-3-yl)-8-(oxetan-3-yl)-5,8-diazaspiro[3.5]nonane ClC=1C(=C2C=NNC2=CC1C)C=1C(=NN(C1C)C1CC2(CNC2)C1)N1C2(CCC2)CN(CC1)C1COC1